CC1=C(C=NC=C1)C=1C=C/2C(=CN1)NC(\C2=C(\C)/NC2=NN(C=C2)CCN2CCOCC2)=O (Z)-5-(4-Methylpyridin-3-yl)-3-(1-((1-(2-morpholinoethyl)-1H-pyrazol-3-yl)amino)ethylidene)-1H-pyrrolo[2,3-c]pyridin-2(3H)-one